N-ethyl-N-nitroso-1-propanamine-d4 C(C)N(C(C(C)([2H])[2H])([2H])[2H])N=O